(S)-N-(5-chloro-6-cyanopyridin-3-yl)-3-(4-cyanophenoxy)-2-hydroxy-2-methylpropionamide ClC=1C=C(C=NC1C#N)NC([C@@](COC1=CC=C(C=C1)C#N)(C)O)=O